ClC=1C=CC=C2C=CC(=NC12)N(C1=CC=C(C=C1)OC(F)(F)F)C 8-Chloro-N-methyl-N-(4-(trifluoromethoxy)-phenyl)chinolin-2-amin